C(CCCCCCCCCCCCC)(=O)N[C@@H](CC(=O)O)C(=O)O N-myristoylaspartic acid